COC1=C(C=C2C(=NC=NC2=C1)C=1C(=NN(C1)C)C1=CC=CC=C1)C=1C2=CNN=C2C(=CC1)OC 7-methoxy-6-(7-methoxy-2H-indazol-4-yl)-4-(1-methyl-3-phenyl-1H-pyrazol-4-yl)quinazoline